3-(4-bromo-5-chloro-1-oxoisoindolin-2-yl)piperidine-2,6-dione BrC1=C2CN(C(C2=CC=C1Cl)=O)C1C(NC(CC1)=O)=O